C(=S)[S-].N#CN.[K+].[K+].C(=S)[S-] dipotassium cyanamide dithioformate